P(=O)(OCCOC)(F)Cl (2-methoxyethyl) chlorofluorophosphate